C1OC2=C(C(=O)[O-])C=CC=C2O1.[Sn+2].C1OC2=C(C(=O)[O-])C=CC=C2O1 stannous methylenedioxybenzoate